C(C)(C)(C)OC(=O)NC1CC(C1)OC1=CC=C(C=C1)C(C)(C)C1=CC=C(OC2=CC=C(C(=O)O)C=C2)C=C1 4-(4-(2-(4-((1r,3r)-3-((tert-butoxycarbonyl)amino)cyclobutoxy)phenyl)propan-2-yl)phenoxy)benzoic acid